1-(4-iodo-3,3-difluoroindolin-1-yl)ethan-1-one IC1=C2C(CN(C2=CC=C1)C(C)=O)(F)F